chloro-3-(2-methoxypyridin-4-yl)-5-((3aR,5s,6aS)-2-(tetrahydro-2H-pyran-3-yl)octahydrocyclopenta[c]pyrrol-5-yl)-1H-indazole ClN1N=C(C2=CC(=CC=C12)C1C[C@@H]2[C@@H](CN(C2)C2COCCC2)C1)C1=CC(=NC=C1)OC